5-Fluoro-N-(5-hydroxy-3,4,6-trimethylpyridin-2-yl)-1H-indol-2-carboxamid FC=1C=C2C=C(NC2=CC1)C(=O)NC1=NC(=C(C(=C1C)C)O)C